(3-((2-(2,6-dioxopiperidin-3-yl)-1,3-dioxoisoindolin-4-yl)amino)cyclobutyl)picolinamide O=C1NC(CCC1N1C(C2=CC=CC(=C2C1=O)NC1CC(C1)C=1C(=NC=CC1)C(=O)N)=O)=O